ClC1=CC=C(C=C1)C1=C(CCC(C1)(C)C)CN1CC2N(C(C1)C2)CC=2C=C1CN(C(C1=CC2)=O)N2C(NC(CC2)=O)=O 1-(5-((3-((4'-chloro-5,5-dimethyl-3,4,5,6-tetrahydro-[1,1'-biphenyl]-2-yl)methyl)-3,6-diazabicyclo[3.1.1]heptane-6-yl)methyl)-1-oxoisoindolin-2-yl)dihydropyrimidine-2,4(1H,3H)-dione